ClC1=CC=C(C=C1)C1=N[C@@H](C=2N(C3=C1C(=C(S3)C)C)C(=NN2)C)CC(=O)NC2=CC=C(OCCOCCOCCOCCOCCOCCC(=O)OC(C)(C)C)C=C2 tert-butyl (R)-1-(4-(2-(4-(4-chlorophenyl)-2,3,9-trimethyl-6H-thieno[3,2-f][1,2,4]triazolo[4,3-a][1,4]diazepin-6-yl)acetamido)phenoxy)-3,6,9,12,15-pentaoxaoctadecan-18-oate